(2R,4R)-6-chloro-N-{3-[4-(3,3-dimethyl-1,3-azasilolidine-1-carbonyl)-1H-pyrazol-1-yl]bicyclo[1.1.1]pentan-1-yl}-4-hydroxy-3,4-dihydro-2H-1-benzopyran-2-carboxamide ClC=1C=CC2=C([C@@H](C[C@@H](O2)C(=O)NC23CC(C2)(C3)N3N=CC(=C3)C(=O)N3C[Si](CC3)(C)C)O)C1